ClC=1C=CC(=C(C1)C1=CC(=CN=N1)NC1=CC=NC2=CC(=CC=C12)OCC1CCN(CC1)C)F N-[6-(5-chloro-2-fluorophenyl)pyridazin-4-yl]-7-[(1-methylpiperidin-4-yl)methoxy]quinolin-4-amine